C(CCC)N=[Ta](C1C=CC=C1)(N(CC)CC)N(CC)CC n-butyliminobis(diethylamino)cyclopentadienyl-tantalum